methyl 2-(2-methoxycarbonylacetamido)-benzoate COC(=O)CC(=O)NC1=C(C(=O)OC)C=CC=C1